1-[6-chloro-5-(2,3-dichlorobenzoyl)pyrazine-2-yl]-4-phenylpiperidine-4-carbonitrile ClC1=C(N=CC(=N1)N1CCC(CC1)(C#N)C1=CC=CC=C1)C(C1=C(C(=CC=C1)Cl)Cl)=O